bis(cyclopentadienyl)titanium trichloride [Cl-].[Cl-].[Cl-].C1(C=CC=C1)[Ti+3]C1C=CC=C1